C(#N)C(C)C=1C(=NC(=CC1)N1C=NC2=C1C=CC(=C2)NC=2N=NC(=CC2)C)N2N=C(C=C2C)C#N 1-[3-(1-cyanoethyl)-6-[5-[(6-methylpyridazin-3-yl)amino]benzimidazol-1-yl]-2-pyridyl]-5-methyl-pyrazole-3-carbonitrile